N-[(2-aminoquinolin-7-yl)methyl]-N-(4-fluoro-2-methanesulfonylphenyl)pyrimidine-2-carboxamide NC1=NC2=CC(=CC=C2C=C1)CN(C(=O)C1=NC=CC=N1)C1=C(C=C(C=C1)F)S(=O)(=O)C